C(C=C)(=O)N1C[C@@H](CC1)N1C(N(C=2C=NC=CC21)C2=CC=C(C=C2)C(=O)N2CCOCC2)=O (R)-1-(1-acryloylpyrrolidin-3-yl)-3-(4-(morpholine-4-carbonyl)phenyl)-1H-imidazo[4,5-c]pyridin-2(3H)-one